(2R,4R)-1-allyl tert-butyl 4-(allyloxy)pyrrolidine-1,2-dicarboxylate C(C=C)O[C@@H]1C[C@@H](N(C1)C(=O)OCC=C)C(=O)OC(C)(C)C